IC1=CC=C(C=C1)N1C=CC=C1 1-(4-iodophenyl)pyrrole